2-bromo-4-(5-methyl-1,2,4-oxadiazol-3-yl)aniline tertbutyl-(4R)-2,2-dimethyl-4-[4-(4-methyl-1,3-oxazol-5-yl)phenyl]-1,3-oxazolidine-3-carboxylate C(C)(C)(C)OC(=O)N1C(OC[C@H]1C1=CC=C(C=C1)C1=C(N=CO1)C)(C)C.BrC1=C(N)C=CC(=C1)C1=NOC(=N1)C